3-(2,2-Dimethylcyclobutyl)isoxazol-5-amine CC1(C(CC1)C1=NOC(=C1)N)C